BrC#CC1=CC(=C2C=CC3=C(C=C(C4=CC=C1C2=C34)C3=CC=CC=C3)C3=CC=CC=C3)C3=CC=CC=C3 1-bromo-3,6,8-triphenylethynyl-pyrene